CNCCNC N',N1-dimethylethane-1,2-diamine